dimethyl-tetramethyl-cyclopentadienyl-2-methyl-4-(4-tert-butylphenyl)indenyl-silane C[Si](C1C(=C(C2=C(C(=C(C(=C12)C)C)C)C1=CC=C(C=C1)C(C)(C)C)C)C)(C1C=CC=C1)C